N-methyl-5,6,7,8-tetrahydro-4H-pyrazolo[1,5-a][1,4]diazepine-2-sulfonamide CNS(=O)(=O)C1=NN2C(CNCCC2)=C1